N-octadecyl-2-(4-t-butylcarbonyloxy-phenyl)-3,5,7-tri-t-butylcarbonyloxy-quinolin-4-one C(CCCCCCCCCCCCCCCCC)N1C(=C(C(C2=C(C=C(C=C12)OC(=O)C(C)(C)C)OC(=O)C(C)(C)C)=O)OC(=O)C(C)(C)C)C1=CC=C(C=C1)OC(=O)C(C)(C)C